8-[(2-hydroxybenzoyl)amino]caprylic acid OC1=C(C(=O)NCCCCCCCC(=O)O)C=CC=C1